[N+](=O)([O-])C=1C=C(C=CC1NC[C@H]1OCC1)NC(OC(C)(C)C)=O tert-butyl (S)-(3-nitro-4-((oxetan-2-ylmethyl)amino)phenyl)carbamate